C(C)C(COCCOCCOCCCCS(=O)(=O)[O-])CCCC 13-ethyl-5,8,11-trioxa-1-heptadecanesulfonate